(cis)-tert-butyl 4-((1-(ethoxycarbonyl) cyclopropyl) methyl)-3,3-difluorohexahydropyrrolo[3,2-b]pyrrole-1(2H)-carboxylate C(C)OC(=O)C1(CC1)CN1CC[C@@H]2N(CC([C@@H]21)(F)F)C(=O)OC(C)(C)C